COC1=C(C=CC(=C1)OC)CNC1=NC=CC2=C(C=CC=C12)NCC1=CC(=NC=C1)OCC1=CC(N(C=C1)C)=O 4-[[4-[[[1-[(2,4-dimethoxyphenyl)methylamino]-5-isoquinolyl]amino]methyl]-2-pyridyl]oxymethyl]-1-methyl-pyridin-2-one